CC1=NC=C(C=C1C(=O)N)NC(C(=O)N1C(CCC(C1)C)C1=CC=CC=C1)=O 2-methyl-5-[[2-(5-methyl-2-phenyl-1-piperidyl)-2-oxo-acetyl]amino]pyridine-3-carboxamide